(3-((benzyloxy)methyl)-4-ethyl-5-oxo-4,5-dihydro-1H-1,2,4-triazol-1-yl)-3-fluoro-6-(o-tolyl)-1,6-naphthyridin-5(6H)-one C(C1=CC=CC=C1)OCC1=NN(C(N1CC)=O)C1=NC=2C=CN(C(C2C=C1F)=O)C1=C(C=CC=C1)C